(5S*)-tert-butyl 5-(hydroxy-methyl)-5,6,9,10-tetrahydro-4H-isoxazolo[3,4-c]pyrido[4',3':3,4]pyrazolo[1,5-a]azepine-11(12H)-carboxylate OC[C@H]1CC=2C(C=3N(C1)N=C1C3CN(CC1)C(=O)OC(C)(C)C)=NOC2 |o1:2|